C(C)OC(CCCCOC=1C2=C(C=3N=C(C(NC3C1)=O)CC1=CC=CC=C1)C=CC=C2)=O 5-((2-Benzyl-3-oxo-3,4-dihydrobenzo[f]quinoxalin-6-yl)oxy)pentanoic acid ethyl ester